O=C1NC2=CC(=C(C=C2NC1=O)S(=O)(=O)NC1=CC=C(C=C1)OC(F)(F)F)C(F)(F)F 2,3-Dioxo-N-(4-(trifluoromethoxy)phenyl)-7-trifluoromethyl-1,2,3,4-tetrahydroquinoxaline-6-sulfonamide